mono-ammonium adipate C(CCCCC(=O)O)(=O)[O-].[NH4+]